4-chloro-6-methyl-2-(6-methylpyridin-2-yl)-5,6,7,8-tetrahydropyrido[4,3-d]pyrimidine ClC=1C2=C(N=C(N1)C1=NC(=CC=C1)C)CCN(C2)C